C(C)(C)(C)OC(NC1CCC(CC1)(C)O)=O (4-hydroxy-4-methylcyclohexyl)carbamic acid tert-butyl ester